(trans)-2-((2-((4-bromo-3-(((tert-butyldimethylsilyl)oxy)methyl)-5-fluorophenyl)amino)-5-chloropyrimidin-4-yl)amino)cyclohexanecarbonitrile BrC1=C(C=C(C=C1F)NC1=NC=C(C(=N1)N[C@H]1[C@@H](CCCC1)C#N)Cl)CO[Si](C)(C)C(C)(C)C